C[C@@H]1CN(C(=CC1)C1=CC(=CC=C1)OCCN1CCCC1)C(=O)OC(C)(C)C tert-Butyl (3S)-3-methyl-6-[3-(2-pyrrolidin-1-ylethoxy)phenyl]-3,4-dihydro-2H-pyridine-1-carboxylate